2-(Ethylamino)-N-(5-(4-oxo-3-propyl-3,4-dihydro-quinazolin-6-yl)pyridin-2-yl)acetamide C(C)NCC(=O)NC1=NC=C(C=C1)C=1C=C2C(N(C=NC2=CC1)CCC)=O